N-((1r,4S)-4-hydroxy-4-(trifluoromethyl)cyclohexyl)-2-(trifluoromethyl)piperidine-4-carboxamide OC1(CCC(CC1)NC(=O)C1CC(NCC1)C(F)(F)F)C(F)(F)F